3-Aminothietane 1,1-dioxide NC1CS(C1)(=O)=O